9-methyldecyl 8-((8-((1-fluoroheptadecan-9-yl)oxy)-8-oxooctyl)(3-hydroxy-2-methylpropyl)amino)-2-methyloctanoate FCCCCCCCCC(CCCCCCCC)OC(CCCCCCCN(CCCCCCC(C(=O)OCCCCCCCCC(C)C)C)CC(CO)C)=O